3-((4-(3-((4-(((5-fluoro-4-oxo-2-(((tetrahydro-2H-pyran-4-yl)thio)methyl)-3,4-dihydroquinazolin-7-yl)oxy)methyl)piperidin-1-yl)methyl)azetidin-1-yl)phenyl)amino)piperidine-2,6-dione FC1=C2C(NC(=NC2=CC(=C1)OCC1CCN(CC1)CC1CN(C1)C1=CC=C(C=C1)NC1C(NC(CC1)=O)=O)CSC1CCOCC1)=O